C(#N)[C@@H]1C[C@@]2(CN1C([C@H](CC1CC1)NC(=O)C=1NC3=CC=CC(=C3C1)OC)=O)C(NC1=CC=C(C=C12)C(=O)N(C)C)=O (3R,5'S)-5'-cyano-1'-((S)-3-cyclopropyl-2-(4-methoxy-1H-indole-2-carboxamido)propionyl)-N,N-Dimethyl-2-oxospiro[indoline-3,3'-pyrrolidine]-5-carboxamide